trifluoroethyl-sulfonate (tresylate) S(=O)(=O)(O)CC(F)(F)F.FC(CS(=O)(=O)O)(F)F